C(C)(=O)N1C(/C(/NC(C1)=O)=C/C=1N=CN(C1C)CCC)=O (Z)-1-acetyl-3-((1-n-propyl-5-methyl-1H-imidazol-4-yl)methylene)piperazine-2,5-dione